C1(=CC=CC=C1)C1=CC=C(N=N1)C(C)N 1-(6-phenylpyridazin-3-yl)ethan-1-amine